C(#N)C=1N=C2C(=NC1)C(=NC(=C2)N2C[C@@H]1C([C@@H]1C2)CC(=O)O)N2[C@H](CC2)C 2-((1R,5S,6R)-3-(2-cyano-5-((S)-2-methylazetidine-1-yl)pyrido[3,4-b]pyrazin-7-yl)-3-azabicyclo[3.1.0]hexane-6-yl)acetic acid